ClC1=NC(=NC=C1F)NC1=C(C(=CC=C1)S(=O)(=O)C)F 4-chloro-5-fluoro-N-(2-fluoro-3-(methylsulfonyl)phenyl)pyrimidin-2-amine